arachidamidopropyldimethylamine C(CCCCCCCCCCCCCCCCCCC)(=O)NCCCN(C)C